(-)-β-Myrcene C=CC(CCC=C(C)C)=C